FC(CN1N=CC(=C1)C=1C=CC=2N(C1)N=CC2C#N)F 6-(1-(2,2-difluoroethyl)-1H-pyrazol-4-yl)pyrazolo[1,5-a]pyridine-3-carbonitrile